BrC1=NC=C(N=C1)C 2-bromo-5-methyl-pyrazine